potassium carboxymethyl methoxymalonate COC(C(=O)OCC(=O)O)C(=O)[O-].[K+]